NC1CCN(CC1)C(CC)=O 1-(4-aminopiperidin-1-yl)propan-1-one